3-O-octadecyl-2-O-benzyl-sn-glycerol C(CCCCCCCCCCCCCCCCC)OC[C@@H](CO)OCC1=CC=CC=C1